CN1N=CC2=C(C=CC=C12)C=1C=C(N)C=CC1 3-(1-methyl-1H-indazol-4-yl)aniline